N-(4-(2-aminopyrimidin-4-yl)phenyl)-3-chlorobenzamide NC1=NC=CC(=N1)C1=CC=C(C=C1)NC(C1=CC(=CC=C1)Cl)=O